N,N-dilauryl-thiourea C(CCCCCCCCCCC)N(C(=S)N)CCCCCCCCCCCC